ClC1=C(C=CC(=C1)F)C1(CC1)/C(/N)=N/OC(=O)C=1C2=C(NN1)CCC2 (Z)-1-(2-chloro-4-fluorophenyl)-N'-((1,4,5,6-tetrahydrocyclopenta[c]pyrazole-3-carbonyl)oxy)cyclopropane-1-carboximidamide